7-(3-amino-6-bromo-5-fluoropyrazin-2-yl)quinazolin-4(3H)-one NC=1C(=NC(=C(N1)F)Br)C1=CC=C2C(NC=NC2=C1)=O